BrC=1C=C(C=C(C1)F)[C@H](CC=C)N[S@](=O)C(C)(C)C (R)-N-[(1S)-1-(3-bromo-5-fluorophenyl)but-3-en-1-yl]2-methylpropane-2-sulfinamide